2-[(8S,13R,20E)-18-ethoxy-5,13-dimethyl-7-oxa-4,5,10,13,16,17,23,24-octazahexacyclo[20.5.2.02,6.08,12.015,19.025,29]nonacosa-1(28),2(6),3,15(19),17,20,22,25(29),26-nonaen-16-yl]ethanol C(C)OC1=NN(C=2CN(C3CNC[C@@H]3OC=3N(N=CC3C=3C=CC=4NN=C(/C=C/C12)C4C3)C)C)CCO